S(=O)(=O)(O)C(CCSSCCC(S(=O)(=O)O)S(=O)(=O)O)S(=O)(=O)O disulfopropyldisulfide